NC1=C(C(=NC=N1)N1CCOCC(C1)N1C(C(CCC1)NC1=CC(=CC(=C1)F)Cl)=O)F 1-(4-(6-amino-5-fluoropyrimidin-4-yl)-1,4-oxazepan-6-yl)-3-(3-chloro-5-fluorophenylamino)piperidin-2-one